Trimethyl-n-butyl-hafnium C[Hf](CCCC)(C)C